C1(CC1)C1=NN=C(O1)[C@H]1CN(CCO1)C1=NC2=NC(=C(N=C2C(=N1)C1=C(C=C(C=C1)F)F)C)C (2R)-2-(5-cyclopropyl-1,3,4-oxadiazol-2-yl)-4-[4-(2,4-difluorophenyl)-6,7-dimethyl-pteridin-2-yl]morpholine